NCC1N(C2=CC=CC=C2N(C1)C1=CC=C(C=C1)C(F)(F)F)CC#N 2-(2-(aminomethyl)-4-(4-(trifluoromethyl)phenyl)-3,4-dihydroquinoxalin-1(2H)-yl)acetonitrile